FC(OC1=CC=C(C=C1)C1=CN=C2N1C=CN=C2NC2=CC(=C(C(=O)N1CCN(CC1)C(CN(C)C)=O)C=C2)C)F 1-(4-(4-((3-(4-(difluoromethoxy)phenyl)imidazo[1,2-a]pyrazin-8-yl)amino)-2-methylbenzoyl)piperazin-1-yl)-2-(dimethylamino)ethanone